4-(((2Z)-3-cyclohexyl-5-(4-ethoxy-3-methoxybenzylidene)-4-oxothiazolidin-2-ylidene)amino)benzenesulphonamide C1(CCCCC1)N1/C(/SC(C1=O)=CC1=CC(=C(C=C1)OCC)OC)=N/C1=CC=C(C=C1)S(=O)(=O)N